N=1N2C(N=CC1)=NC(=C2)[C@@H](NC(OCC2=CC=CC=C2)=O)C2CCC(CC2)C(F)(F)F Benzyl N-{(S)-(imidazo[1,2-b][1,2,4]triazin-6-yl)[4-(trifluoromethyl)cyclohexyl]methyl}carbamate